C12(CC2C1)C(=O)NC1=NC2=CC(=CC(=C2C=C1)C=1CCN(CC1)C(=O)OC(C)(C)C)S(NC1(CC1)C)(=O)=O Tert-butyl 4-(2-(bicyclo[1.1.0]butane-1-carboxamido)-7-(N-(1-methylcyclopropyl)sulfamoyl)quinolin-5-yl)-3,6-dihydropyridine-1(2H)-carboxylate